N=1NN=C(C1C(=O)O)C(=O)O 2H-1,2,3-Triazole-4,5-dicarboxylic acid